C(C)(C)(C)OC(=O)N1C[C@@H](N(CC1)C1=NC=C(C=C1F)Br)CO (R)-4-(5-bromo-3-fluoropyridin-2-yl)-3-(hydroxymethyl)piperazine-1-carboxylic acid tert-butyl ester